4-[6-(1-methyl-1H-pyrazol-4-yl)pyrazolo[1,5-a]pyridin-3-yl]piperazine-1-carboxylic acid 4-nitrophenyl ester [N+](=O)([O-])C1=CC=C(C=C1)OC(=O)N1CCN(CC1)C=1C=NN2C1C=CC(=C2)C=2C=NN(C2)C